CCCCCCCCC#C dec-9-yne